O1C2=C(OCC1)C=C(C=C2)C=2C(=C(C=CC2)C2=CC=1N(C=C2)C(=CN1)C1=CC=C(C(=O)OC)C=C1)C methyl 4-(7-(3-(2,3-dihydrobenzo[b][1,4]dioxin-6-yl)-2-methylphenyl)imidazo[1,2-a]pyridin-3-yl)benzoate